C1(CC1)N1CCS(C2=C(C1=O)SC(=C2)C2=NC(=NC=C2C2CC2)NC=2C=C1CCNCC1=CC2C2CC2)(=O)=O 4-cyclopropyl-7-(5-cyclopropyl-2-((7-cyclopropyl-1,2,3,4-tetrahydroisoquinolin-6-yl)amino)pyrimidin-4-yl)-3,4-dihydrothieno[2,3-f][1,4]thiazepin-5(2H)-one 1,1-dioxide